(3R)-3-{[8-methoxy-2-(4-methoxyphenyl)[1,2,4]triazolo[1,5-c]quinazolin-5-yl]amino}azepan COC=1C=CC=2C=3N(C(=NC2C1)N[C@H]1CNCCCC1)N=C(N3)C3=CC=C(C=C3)OC